FC=1C=C2CNCC2=CC1F 5,6-difluoro-2,3-dihydro-1H-isoindole